N1C(=NC2=C1C=CC=C2)CNC2=NC(=NC=1N2N=CC1C1=CC(=CC=C1)Cl)N1CCOCC1 N-[(1H-benzimidazol-2-yl)methyl]-8-(3-chlorophenyl)-2-(morpholin-4-yl)pyrazolo[1,5-a][1,3,5]triazin-4-amine